cyclohexyl-4-(dimethylamino)but-2-enamide C1(CCCCC1)C(C(=O)N)=CCN(C)C